C(C)OC(=O)C=1C=NN2C1N=C(C=C2C)\C=C(\C=O)/C (E)-7-methyl-5-(2-methyl-3-oxoprop-1-en-1-yl)pyrazolo[1,5-a]Pyrimidine-3-carboxylic acid ethyl ester